O[C@@H]1[C@H](COCC1)N1C(C2=CC(=C(C(=C2C1)C)C)CC1=CC=C(C=C1)OC(F)(F)F)=O 2-[(3S,4S)-4-hydroxytetrahydro-2H-pyran-3-yl]-4,5-dimethyl-6-[4-(trifluoromethoxy)benzyl]-2,3-dihydro-1H-isoindol-1-one